morphine-d3 methyl-2-({(E)-{2-chloro-5-(3,5-dimethyl-2,6-dioxo-4-sulfanylidene-1,3,5-triazinan-1-yl)-4-fluorobenzylidene}amino}oxy)propanoate CC(C(=O)O)(C)O/N=C/C1=C(C=C(C(=C1)N1C(N(C(N(C1=O)C)=S)C)=O)F)Cl.C1=CC(O)=C2C=3[C@@]45[C@@](O2)([C@@](O)(C(=C[C@H]4[C@@H](CC13)N(C)CC5)[2H])[2H])[2H]